C=C1C=COC(=C1C#N)C#N dicyano-methylene-4H-pyran